imidazo[2',1':2,3]thiazolo[4,5-c]pyridine-7-carboxamide N=1C=CN2C1SC1=C2C=NC(=C1)C(=O)N